4-(((3S,4S)-4-(aminomethyl)-1-((5-chloropyridin-2-yl)sulfonyl)-4-hydroxypyrrolidin-3-yl)Oxy)-2-fluorobenzonitrile hydrochloride Cl.NC[C@]1([C@H](CN(C1)S(=O)(=O)C1=NC=C(C=C1)Cl)OC1=CC(=C(C#N)C=C1)F)O